OC=1CC2(CCOCC2)CC(C1)=O 8-hydroxy-3-oxaspiro[5.5]undec-8-en-10-one